1-chloropyrene ClC1=CC=C2C=CC3=CC=CC4=CC=C1C2=C34